BrCCCCC(C(=O)OCC=C)(C)C allyl 6-bromo-2,2-dimethylhexanoate